C1(CCCC1)C1=C(C=NC=2N1N=CC2)NC(=O)NC=2C=C(C(=NC2)C2=NOC(=N2)C(C(=O)O)CCCC)C {3-[5-({[(7-cyclopentylpyrazolo[1,5-a]pyrimidin-6-yl)amino]carbonyl}amino)-3-methylpyridin-2-yl]-1,2,4-oxadiazol-5-yl}hexanoic acid